4-chloro-5-((2-methyl-1,4-diazepan-1-yl)sulfonyl)isoquinolin-1-ol ClC1=CN=C(C2=CC=CC(=C12)S(=O)(=O)N1C(CNCCC1)C)O